N-[(1S)-2-[4-(3,5-dimethyl-1H-pyrazol-4-yl)-3-hydroxy-anilino]-1-(trans-4-methylcyclohexyl)-2-oxo-ethyl]-2-ethyl-pyrazole-3-carboxamide CC1=NNC(=C1C1=C(C=C(NC([C@H]([C@@H]2CC[C@H](CC2)C)NC(=O)C=2N(N=CC2)CC)=O)C=C1)O)C